FC(S(=O)(=O)[O-])(F)F.[Gd+3].FC(S(=O)(=O)[O-])(F)F.FC(S(=O)(=O)[O-])(F)F Gadolinium(III) trifluoromethanesulfonate